N1=C(NC2=C1C=CC=C2)C=CC=2NC1=C(N2)C=CC=C1 1,2-bis(2-benzimidazolyl)ethylene